OCC(=O)NC1=C(C=CC=C1)C1=NN(C(C2=C1N=C(N=C2)NC2=C(C=C(C=C2)N2CCN(CC2)C)OC)=O)C(C)C 2-hydroxy-N-(2-(6-isopropyl-2-((2-methoxy-4-(4-methylpiperazin-1-yl)phenyl)amino)-5-oxo-5,6-dihydropyrimido[4,5-d]pyridazin-8-yl)phenyl)acetamide